N-(3,4-dimethyl-5-nitrophenyl)-4-(trifluoromethyl)picolinamide CC=1C=C(C=C(C1C)[N+](=O)[O-])NC(C1=NC=CC(=C1)C(F)(F)F)=O